BrC1=CC=CC=2N3C(SC21)=NC(=C3)C3=CC=C(C=C3)C(F)(F)F 8-bromo-2-(4-(trifluoromethyl)phenyl)benzo[d]imidazo[2,1-b]thiazole